ClCCC(=C(C1=CC=C(C=C1)O)C1=CC=C(C=C1)N1CCC(CC1)CN1CC2CCC(C1)N2C=2C=C1CN(CC1=CC2)C2C(NC(CC2)=O)=O)C2=CC=CC=C2 5-(3-((1-(4-(4-chloro-1-(4-hydroxyphenyl)-2-phenylbut-1-en-1-yl)phenyl)piperidin-4-yl)methyl)-3,8-diazabicyclo[3.2.1]octane-8-yl)-2-(2,6-dioxopiperidin-3-yl)isoindoline